1-[2-(5-{1-[(6,7-dimethoxy-2-methylquinazolin-4-yl)amino]ethyl}thiophen-2-yl)benzyl]piperidine-3-carboxamide COC=1C=C2C(=NC(=NC2=CC1OC)C)NC(C)C1=CC=C(S1)C1=C(CN2CC(CCC2)C(=O)N)C=CC=C1